BrCCCC(=O)OC\C=C/CCCCCC (Z)-non-2-en-1-yl 4-bromobutanoate